N[C@@H]1[C@@H](OCC12CCN(CC2)C2=C(N=C1C(=N2)NN=C1C#CC=1C(=NOC1C)C)CO)C (6-((3S,4S)-4-amino-3-methyl-2-oxa-8-azaspiro[4.5]decan-8-yl)-3-((3,5-dimethylisoxazol-4-yl)ethynyl)-1H-pyrazolo[3,4-b]pyrazin-5-yl)methanol